tert-butyl 6-[[1-methyl-5-(trifluoromethyl) pyrazol-4-yl] methyl]-2-azaspiro[3.3]heptane-2-carboxylate CN1N=CC(=C1C(F)(F)F)CC1CC2(CN(C2)C(=O)OC(C)(C)C)C1